2-(vinyloxy)propanenitrile C(=C)OC(C#N)C